(2-(Benzyloxy)-4-(difluoromethyl)-6-hydroxyphenyl)(5-((tetrahydro-2H-pyran-4-yl)oxy)isoindolin-2-yl)methanone C(C1=CC=CC=C1)OC1=C(C(=CC(=C1)C(F)F)O)C(=O)N1CC2=CC=C(C=C2C1)OC1CCOCC1